CC(=C)CCCC(CC)C 2,6-dimethyl-1-octene